O[C@@H]1[C@H]([C@@H](NC1)C(=O)O)N1CCN(CCN(CCN(CC1)CC(OC(C)(C)C)=O)CC(OC(C)(C)C)=O)CC(=O)OC(C)(C)C (2R,3S,4S)-4-hydroxy-3-(4,7,10-tris(2-(tert-butoxy)-2-oxoethyl)-1,4,7,10-tetraazacyclododecan-1-yl)pyrrolidine-2-carboxylic acid